ClC1=C(C=C(C=C1)NC(=O)N1C2CC(CC1C2)C)C2CC(C2)(C)O N-(4-chloro-3-(cis-3-hydroxy-3-methylcyclobutyl)phenyl)-3-methyl-6-azabicyclo[3.1.1]heptane-6-carboxamide